CC(=CCC/C(=C/CC/C(=C/C=C/C(=C/C=C/C=C(\\C)/C=C/C=C(\\C)/C=C/C=C(\\C)/CCCC(C)(C)OC)/C)/C)/C)C The molecule is a carotenoid ether that is the 3,4-dihydro derivative of the tetraterpenoid spheroidene. It has a role as a bacterial metabolite.